5-{2-[4-(trifluoromethyl)phenyl]ethoxy}-1H-indole-1-carboxylic acid tert-butyl ester C(C)(C)(C)OC(=O)N1C=CC2=CC(=CC=C12)OCCC1=CC=C(C=C1)C(F)(F)F